[Br-].C[N+](CC)(C)CCC N,N-dimethyl-N-ethyl-propyl-ammonium bromide